α-methyl-6-nitropiperonyl alcohol CC(C1=CC2=C(C=C1[N+](=O)[O-])OCO2)O